ClC=1C=C(C=CC1C1C(NC(CC1)=O)=O)N1C[C@@H](N(CC1)CC12OCC(CC1)(CC2)NC(OC(C)(C)C)=O)C tert-butyl N-[1-[[(2S)-4-[3-chloro-4-(2,6-dioxo-3-piperidyl)phenyl]-2-methyl-piperazin-1-yl]methyl]-2-oxabicyclo[2.2.2]octan-4-yl]carbamate